C(C)(C)C1C=CC(CC1)(O)C 4-(Isopropyl)-1-Methylcyclohex-2-En-1-Ol